C(C)(=O)OC(C=CC1=CC=C(C=C1)CC(C)(C)O)OC(C)=O 3-(4-(2-hydroxy-2-methylpropyl)phenyl)prop-2-ene-1,1-diyl diacetate